1-(1H-pyrrolo[2,3-b]pyridin-3-yl)ethan-1-ol N1C=C(C=2C1=NC=CC2)C(C)O